5-(benzyloxy)-3-(1-vinylcyclobutyl)-2,3-dihydro-1H-pyrido[2,1-f][1,2,4]triazine-4,6-dione C(C1=CC=CC=C1)OC=1C(C=CN2NCN(C(C21)=O)C2(CCC2)C=C)=O